C(C)OC(\C=C\C=1C=C2C(C(N(C2=CC1)C)=O)(C)C)=O.ClC=1C(=NC(=NC1)NC1=C(C=C2CCN(CC2=C1)C)OC)N1CC(C2=CC=CC=C12)C(=O)N 1-(5-Chloro-2-((6-methoxy-2-methyl-1,2,3,4-tetrahydroisoquinolin-7-yl)amino)pyrimidin-4-yl)indoline-3-carboxamide (E)-ethyl-3-(1,3,3-trimethyl-2-oxoindolin-5-yl)acrylate